NC(=O)C1=CC=CC2=CN(N=C12)C1=CC=C(C=C1)NC(CC1CC[NH+](CC1)C)=O 4-[2-({4-[7-(aminocarbonyl)-2H-indazole-2-yl]phenyl}amino)-2-oxoethyl]-1-methylpiperidinium